ClC=1C=C(CN2N=C3N([C@H](CCC3)C(=O)N3CC(CC3)(F)F)C2=O)C=CC1Cl |r| (5RS)-2-(3,4-Dichlorobenzyl)-5-[(3,3-difluoropyrrolidin-1-yl)carbonyl]-5,6,7,8-tetrahydro[1,2,4]triazolo[4,3-a]pyridin-3(2H)-on